C(C)(C)NC1=NC2=CC=C(C=C2C=C1C(=O)NCCCC1=CC=NC=C1)C=1C=NNC1 (isopropylamino)-6-(1H-pyrazol-4-yl)-N-(3-(pyridin-4-yl)propyl)quinoline-3-carboxamide